8-(1-acetyl-3-piperidyl)-2-methylsulfanyl-6-(2-nitrophenoxy)pyrido[2,3-d]pyrimidin-7-one C(C)(=O)N1CC(CCC1)N1C(C(=CC2=C1N=C(N=C2)SC)OC2=C(C=CC=C2)[N+](=O)[O-])=O